3-(4-pyridinyl)propionic acid N1=CC=C(C=C1)CCC(=O)O